S1C(=NC2=C1C=CC=C2)NC2=CC=C(N=N2)NC=2SC=C(N2)C(=O)OCC ethyl 2-({6-[(1,3-benzothiazol-2-yl) amino] pyridazin-3-yl} amino)-1,3-thiazole-4-carboxylate